C(CCCCCCCCC(=O)OC1CC(N(C(C1)(C)C)OCCCCCCCC)(C)C)(=O)OC1CC(N(C(C1)(C)C)OCCCCCCCC)(C)C Bis-(1-octyloxy-2,2,6,6-tetramethyl-4-piperidyl) sebacate